ClC=1C=C(C=CC1Cl)CCNC(=O)NCCOC1=CC=C2CCC(NC2=C1)=O 1-(3,4-dichlorophenyl-ethyl)-3-(2-((2-oxo-1,2,3,4-tetrahydroquinolin-7-yl)oxy)ethyl)urea